FC1=C(C=CC(=C1)F)S(=O)(=O)NC=1C=C(C=NC1OC)C=1C=CC=2N=CN=C(C2N1)N1CCN(CC1)C(=O)OC(C)(C)C Tert-butyl 4-(6-(5-((2,4-difluorophenyl)sulfonamido)-6-methoxypyridin-3-yl)pyrido[3,2-d]pyrimidin-4-yl)piperazine-1-carboxylate